O=C1N(C(C=C1)=O)CCC(=O)NCCOCCOCCOCCOCCOCCOCCOCCOCCOCCOCCOCCOCCC(=O)O 3-[2-[2-[2-[2-[2-[2-[2-[2-[2-[2-[2-[2-[3-(2,5-dioxopyrrol-1-yl)propanoylamino]ethoxy]ethoxy]ethoxy]ethoxy]ethoxy]ethoxy]ethoxy]ethoxy]ethoxy]ethoxy]ethoxy]ethoxy]propanoic acid